FC(C1CCN(CC1)C(=O)OC(C)(C)C)(S(=O)(=O)C1=C(C=CC=C1)C=O)F tert-Butyl 4-(difluoro((2-formylphenyl)sulfonyl)methyl)piperidine-1-carboxylate